4-(4-(cyclopentanecarbonyl)piperazin-1-yl)-1-(5-(difluoromethyl)-1,3,4-thiadiazol-2-yl)-N-(3-methyloxetan-3-yl)-1H-indazole-6-sulfonamide C1(CCCC1)C(=O)N1CCN(CC1)C1=C2C=NN(C2=CC(=C1)S(=O)(=O)NC1(COC1)C)C=1SC(=NN1)C(F)F